(9H-fluoren-9-yl)methyl (2S,4S)-2-(3-(((tert-butoxycarbonyl)amino)methyl)-1,2,4-oxadiazole-5-yl)-4-phenylpyrrolidine-1-carboxylate C(C)(C)(C)OC(=O)NCC1=NOC(=N1)[C@H]1N(C[C@@H](C1)C1=CC=CC=C1)C(=O)OCC1C2=CC=CC=C2C=2C=CC=CC12